potassium phosphate, sodium salt [Na+].P(=O)([O-])([O-])O.[K+]